C(C)N1CCC(CC1)(C(N)=O)N N-ethyl-4-amino-4-carbamoylpiperidine